CCCCCC/C=C\CCCCCCCC(=O)OC[C@H](COP(=O)(O)OC[C@@H](C(=O)O)N)OC(=O)CCCCCCC/C=C\CCCC 1-(9Z-hexadecenoyl)-2-(9Z-tetradecenoyl)-glycero-3-phosphoserine